Tert-butyl 7-[2-(2,8-dimethylimidazo[1,2-b]pyridazin-6-yl)-4-oxo-pyrido[1,2-a]pyrimidin-7-yl]-4,7-diazaspiro[2.5]octane-4-carboxylate CC=1N=C2N(N=C(C=C2C)C=2N=C3N(C(C2)=O)C=C(C=C3)N3CCN(C2(CC2)C3)C(=O)OC(C)(C)C)C1